ClC1=C(C=CC(=C1)C#N)NC(=O)[C@@H]1CN([C@H](O1)C(F)(F)F)C1=CC(=C(C=C1)C#N)C(F)(F)F (2R,5S)-N-(2-Chloro-4-cyanophenyl)-3-(4-cyano-3-(trifluoromethyl)phenyl)-2-(trifluoromethyl)oxazolidin-5-carboxamid